CN1N=CC=C1[C@@H]1[C@H](CC1)C=1NC(C2=C(N1)N(N=C2C#N)[C@H](C)C=2C=NC(=CC2)C(F)(F)F)=O 6-((1S,2S)-2-(1-methyl-1H-pyrazol-5-yl)cyclobutyl)-4-oxo-1-((R)-1-(6-(trifluoromethyl)-pyridin-3-yl)ethyl)-4,5-dihydro-1H-pyrazolo[3,4-d]pyrimidine-3-carbonitrile